2-(2-methyl-4-nitro-imidazol-1-yl)-ethylamine CC=1N(C=C(N1)[N+](=O)[O-])CCN